2-ditertbutylphosphino-3,4,5,6-tetramethyl-2',4',6'-tri-isopropylbiphenyl C(C)(C)(C)P(C1=C(C(=C(C(=C1C)C)C)C)C1=C(C=C(C=C1C(C)C)C(C)C)C(C)C)C(C)(C)C